(tetrahydro-2H-pyran-4-yloxy)benzonitrile O1CCC(CC1)OC1=C(C#N)C=CC=C1